O=C1N(C(C(C1([2H])[2H])([2H])[2H])=O)[C@H](C(=O)NCC1=C(C=CC=C1)F)C (S)-2-(2,5-dioxopyrrolidin-1-yl-3,3,4,4-d4)-N-(2-fluorobenzyl)propanamide